beryllium dihydride [H-].[H-].[Be+2]